O(CCC(=O)N1CCN(CC1)CC=1C=C2CN(CC2=CC1)C(C1=C(C=C(C(=C1)C(C)C)O)O)=O)CCC(=O)N1CCN(CC1)CC=1C=C2CN(CC2=CC1)C(C1=C(C=C(C(=C1)C(C)C)O)O)=O 3,3'-oxybis(1-(4-((2-(2,4-dihydroxy-5-isopropylbenzoyl)isoindolin-5-yl)methyl)piperazin-1-yl)propan-1-one)